C(C)(C)(C)OC(=O)N[C@H](C(=O)N[C@H](C(=O)OC)CC1=CC=C(C=C1)OC)COC (S)-methyl 2-((S)-2-((tert-butoxycarbonyl)amino)-3-methoxypropionamido)-3-(4-methoxyphenyl)propanoate